CN(C(/C=C/CN(C(OC(C)(C)C)=O)CCOC1=NC=C(C=C1)I)=O)C tert-butyl (E)-(4-(dimethylamino)-4-oxobut-2-en-1-yl)(2-((5-iodopyridin-2-yl)oxy)ethyl)carbamate